6-nonyl-1,3,5-triazine C(CCCCCCCC)C1=NC=NC=N1